CC1=CSC2=C1CC[C@H](C2)N (R)-3-methyl-4,5,6,7-tetrahydrobenzothiophen-6-amine